3-(5-(1-(naphthalen-2-ylmethyl)piperidin-4-yl)-1-oxoisoindolin-2-yl)piperidine-2,6-dione C1=C(C=CC2=CC=CC=C12)CN1CCC(CC1)C=1C=C2CN(C(C2=CC1)=O)C1C(NC(CC1)=O)=O